N-(4-(2-(((3R,6R,8aS,9R,10S,12R,12aR)-3,6,9-Trimethyldecahydro-12H-3,12-epoxy[1,2]dioxepino[4,3-i]isochromen-10-yl)oxy)ethoxy)phenyl)acetamide C[C@]12CCC3[C@@H](CC[C@H]4[C@H]([C@H](O[C@@H]([C@@]34OO1)O2)OCCOC2=CC=C(C=C2)NC(C)=O)C)C